OC(CNC(=O)C=1N=NC(=CC1)NC1=C2C(=NC(=C1)OC=1C=NC(=CC1C)C#N)N(C=N2)C)C 6-[5-(6-Cyano-4-methyl-pyridin-3-yloxy)-3-methyl-3H-imidazo[4,5-b]pyridin-7-ylamino]-pyridazine-3-carboxylic acid (2-hydroxypropyl)-amide